O[C@H]1C[C@H](CC1)C=1C=C(N(N1)C(C)(C)C)NC(=O)OCC1=CC=CC=C1 benzyl ({5-[(1S,3R)-3-hydroxycyclopentyl]-2-(2-methylpropan-2-yl) pyrazol-3-yl} amino)carboxylate